8-bromo-1,6-dimethyl-2H-3,1-benzoxazine-2,4(1H)-dione BrC1=CC(=CC=2C(OC(N(C21)C)=O)=O)C